4-Amino-N-(1-((3-chloro-2-fluorophenyl)amino)-6-methylisoquinolin-5-yl)-6-(4-methylpiperazine-1-yl)quinazoline-8-carboxamide NC1=NC=NC2=C(C=C(C=C12)N1CCN(CC1)C)C(=O)NC1=C2C=CN=C(C2=CC=C1C)NC1=C(C(=CC=C1)Cl)F